CNC(CCCCC)=O 1-(methylamino)-1-oxohexan